IC1=CC=C(C=C1)S(=O)(=O)NC1=C(C(=O)NC23CC(C2)(C3)C(F)(F)F)C=CC(=C1)C(F)(F)F 2-((4-iodophenyl)sulfonamido)-4-(trifluoromethyl)-N-(3-(trifluoromethyl)bicyclo[1.1.1]pentan-1-yl)benzamide